2,6-dimethyl-3,5-pyridinedicarboxylic acid CC1=NC(=C(C=C1C(=O)O)C(=O)O)C